Cl.C(CC1=CC=CC=C1)N1CCC(CC1)CN1N=CC=C(C1=O)C1=CC=CC=C1 2-((1-Phenethylpiperidin-4-yl)methyl)-4-phenylpyridazin-3(2H)-on Hydrochlorid